2,6-bis(ethoxymethoxy)-5'-methyl-4-pentyl-2'-(prop-1-en-2-yl)-1,1'-biphenyl C(C)OCOC1=C(C(=CC(=C1)CCCCC)OCOCC)C1=C(C=CC(=C1)C)C(=C)C